3-[4-[4-(hydroxymethyl)cyclohexyl]-3-methyl-2-oxo-benzimidazol-1-yl]piperidine-2,6-dione OCC1CCC(CC1)C1=CC=CC=2N(C(N(C21)C)=O)C2C(NC(CC2)=O)=O